[SH3]1=CC=CC=C1 1λ6-thiopyran